NC(C)(C)C=1SC(=CN1)C1=CC2=C(N=C3N2[C@H]2C4=C(C(N([C@@H]3C2)C([2H])([2H])[2H])=O)C=CC=C4C#C)C=C1 (7R,14R)-11-(2-(2-aminopropan-2-yl)thiazol-5-yl)-1-ethynyl-6-(methyl-d3)-6,7-dihydro-7,14-methanobenzo[f]benzo[4,5]imidazo[1,2-a][1,4]diazocin-5(14H)-one